(5-amino-2-(4-methylpiperazin-1-yl)phenyl)methanol methyl-5-fluoro-2,2-dimethyl-2,3-dihydro-indole-1-carboxylate CC1C(N(C2=CC=C(C=C12)F)C(=O)OCC1=C(C=CC(=C1)N)N1CCN(CC1)C)(C)C